6-((2S,6S)-2,6-dimethylmorpholino)quinoline-4-carboxylic acid ethyl ester C(C)OC(=O)C1=CC=NC2=CC=C(C=C12)N1C[C@@H](O[C@H](C1)C)C